8-cyclopropyl-1-iodo-3-[2-methyl-3-(2-methylpyrazol-3-yl)indazol-5-yl]quinoxalin-2-one C1(CC1)C=1C=CC=C2N=C(C(N(C12)I)=O)C1=CC2=C(N(N=C2C=C1)C)C=1N(N=CC1)C